CN1CCN(CC1)C=1C=CC(=NC1)CN 5-(4-methylpiperazin-1-yl)pyridylmethylamine